COC(=O)C1=CC=C(C=C1)C1=CC=C(C=C1)N1C(N(C2=NC=CC=C21)[C@@H]2CN(CC2)CC2=NC=CC=C2C)=O (S)-4'-(3-(1-((3-methylpyridin-2-yl)methyl)pyrrolidin-3-yl)-2-oxo-2,3-dihydro-1H-imidazo[4,5-b]pyridin-1-yl)-[1,1'-biphenyl]-4-carboxylic acid methyl ester